4-(4-bromo-3-fluorophenoxy)aniline Disodium [Na].[Na].BrC1=C(C=C(OC2=CC=C(N)C=C2)C=C1)F